ClC(C(=O)[O-])(C1=CC=CC=C1)C1=CC=CC=C1 chlorodiphenylacetate